ethyl 2-[4-(difluoromethyl)-6-[4-[2-[4-(hydroxymethyl)-1-piperidyl]ethyl]phenyl]-7-methyl-indazol-2-yl]-2-[(6R)-6-fluoro-6,7-dihydro-5H-pyrrolo[1,2-c]imidazol-1-yl]acetate FC(C=1C2=CN(N=C2C(=C(C1)C1=CC=C(C=C1)CCN1CCC(CC1)CO)C)C(C(=O)OCC)C1=C2N(C=N1)C[C@@H](C2)F)F